3-propoxy-4,6-difluorodibenzo[B,d]furan C(CC)OC=1C=CC2=C(OC3=C2C=CC=C3F)C1F